ClC1=CC(N(C(N1CC1=C(C#N)C=CC(=C1)F)=O)C)=O 2-[(6-chloro-3,4-dihydro-3-methyl-2,4-dioxo-1(2H)-pyrimidinyl)methyl]-4-fluorobenzonitrile